BrC=1C(=C2C(=NNC(C2=CC1)=O)Cl)F 6-bromo-4-chloro-5-fluorophthalazin-1(2H)-one